C(C)(=O)C1=CC=CC(=N1)C#N 6-acetylpyridinecarbonitrile